C(C)(=O)OC(C)(C=C)CCC=C(C)C linalyl (S)-acetate